(S)-5-(hydroxymethyl)oxazolidin-2-one SODIUM-LITHIUM-ALUMINUM-TITANIUM [Ti].[Al].[Li].[Na].OC[C@@H]1CNC(O1)=O